2-(3-(7-methoxy-9H-carbazol-2-yl)-2,5-dimethyl-1H-pyrrol-1-yl)-5-methylthiophene-3-carbonitrile COC1=CC=C2C=3C=CC(=CC3NC2=C1)C1=C(N(C(=C1)C)C=1SC(=CC1C#N)C)C